Bis(2,4,6-trimethylbenzoyl)phenylphosphin oxid CC1=C(C(=O)P(C2=CC=CC=C2)(C(C2=C(C=C(C=C2C)C)C)=O)=O)C(=CC(=C1)C)C